FC=1C=C(C=CC1OC)C=1C(=NC(=NC1)NC=1C=NN(C1)C)NC=1C=C(C=CC1)NC(C=C)=O N-(3-((5-(3-fluoro-4-methoxyphenyl)-2-((1-methyl-1H-pyrazol-4-yl)amino)pyrimidin-4-yl)amino)phenyl)acrylamide